ClC=1C=C(C=CC1F)NC1=NC=CC2=CC(=C(C=C12)NC(CCCN1CCCCC1)=O)OCC N-(1-((3-chloro-4-fluorophenyl)amino)-6-ethoxyisoquinolin-7-yl)-4-(piperidin-1-yl)butanamide